C(#N)C(COC=1C=CC(=NC1)NC(=S)NC(OCC)=O)(C)C ethyl N-{[5-(2-cyano-2,2-dimethylethoxy)pyridin-2-yl]carbamothioyl}carbamate